P(=O)(O)(O)OC[C@@H]1[C@H]([C@H]([C@@H](O1)N1C=NC=2C(=O)NC(N)=NC12)O)O Guanosine 5'-monophosphate